N-(2-chloroacetyl)-N-(4-methoxyphenyl)glycine ethyl ester C(C)OC(CN(C1=CC=C(C=C1)OC)C(CCl)=O)=O